2-bromothieno[2,3-c]Pyridin-7(6H)-one BrC1=CC2=C(C(NC=C2)=O)S1